methyl-[4-(dimethylamino)-N-[5-(oxazolidin-2-yloxy)pentyl]-butyramide] octadecenoate C(C=CCCCCCCCCCCCCCCC)(=O)O.CC(C(=O)NCCCCCOC1OCCN1)CCN(C)C